7-chloro-4-phenyl-1-(2-methylpyridin-3-yl)-4,5-dihydropyrrolo[2,3,4-de]quinazolin-2(1H)-one ClC=1C=C2C=3C(=NC(N(C3C1)C=1C(=NC=CC1)C)=O)N(C2)C2=CC=CC=C2